C(C=C)N1C[C@@H](C([C@@H](C1)OCC1=CC=CC=C1)OCC1=CC=CC=C1)OCC1=CC=CC=C1 (3s,4r,5r)-1-allyl-3,4,5-tris(benzyloxy)piperidine